N1(N=NC2=C1C=CC=C2)C(C(N2N=NC1=C2C=CC=C1)N(C)CCN(C(OC(C)(C)C)=O)C)N(C)CCN(C(OC(C)(C)C)=O)C di-tert-butyl (((1,2-bis(1H-benzo[d][1,2,3]triazol-1-yl)ethane-1,2-diyl)bis(methylazanediyl))bis(ethane-2,1-diyl))bis(methylcarbamate)